C(C)(C)C=1NC=2C(=NC=CC2)N1 isopropyl-imidazo[4,5-b]pyridine